C([O-])([O-])=O.[Mg+2] magnesium(II) carbonate